1-ethyleneoxy-3,4-epoxycyclohexane C1CC2C(O2)CC1C3CO3